CN1CC=CC=C1 1-methylpyridine